[OH-].[O-2].[Ga+3] gallium oxide monohydroxide